ClC1=C(C=CC=2C(=C3N(C12)CC(C3)NC(OC(C)(C)C)=O)I)Cl tert-Butyl (5,6-dichloro-9-iodo-2,3-dihydro-1H-pyrrolo[1,2-a]indol-2-yl)carbamate